trifluoromethylbenzenesulfonic acid, triethylammonium salt C(C)[NH+](CC)CC.FC(F)(F)C1=C(C=CC=C1)S(=O)(=O)[O-]